1-{6-[(2,4-Difluorophenyl)methyl]-3,3-dimethyl-1H,2H,3H-pyrrolo[3,2-c]pyridin-1-yl}-2-[(2R,5R)-2-{[(3S)-3-fluoropyrrolidin-1-yl]methyl}-5-methylpiperazin-1-yl]ethan-1-one FC1=C(C=CC(=C1)F)CC1=CC2=C(C=N1)C(CN2C(CN2[C@H](CN[C@@H](C2)C)CN2C[C@H](CC2)F)=O)(C)C